N-(4-fluoro-2-methylbenzo[d]oxazol-6-yl)-5-(3-((methylamino)methyl)azetidin-1-yl)pyrazine-2-carboxamide FC1=CC(=CC2=C1N=C(O2)C)NC(=O)C2=NC=C(N=C2)N2CC(C2)CNC